(1E)-1-(4-bromo-2-hydroxyphenyl)ethylene BrC1=CC(=C(C=C1)C=C)O